OC(CC(CCC1=CC(=C(C=C1)O)OC)=O)CCCCCC 5-Hydroxy-1-(4-hydroxy-3-methoxyphenyl)undecan-3-one